1-(3-chloro-5-fluorophenyl)-5,5-difluoro-3-(furan-3-yl)-1,5,6,7-tetrahydro-4H-indol-4-one ClC=1C=C(C=C(C1)F)N1C=C(C=2C(C(CCC12)(F)F)=O)C1=COC=C1